C1(CC1)(C1CC1)NC(O[C@H]1CO[C@H](C1)C1=CC(=NN1)NC=1C=2N(C=CN1)N=C(C2)COC)=O (3R,5R)-5-(3-((2-(methoxymethyl) pyrazolo[1,5-a]pyrazin-4-yl)amino)-1H-pyrazol-5-yl)tetrahydrofuran-3-yl [1,1'-bi(cyclopropan)]-1-ylcarbamate